C(#N)C1=CC=C(S1)C1=NC(=C2N=CN(C2=N1)[C@H]1[C@@H]([C@@H]([C@H](O1)C(=O)NCC)O)O)NC (2S,3S,4R,5R)-5-(2-(5-cyanothiophen-2-yl)-6-(methylamino)-9H-purin-9-yl)-N-ethyl-3,4-dihydroxyltetrahydrofuran-2-carboxamide